C(C)(C)C1=NN(C(=C1)C)CC(=O)N1[C@@H](CCC1)C1=C(C(=CC=C1)OC([2H])([2H])[2H])C 2-(3-Isopropyl-5-methyl-pyrazol-1-yl)-1-[(2S)-2-[2-methyl-3-(trideuteriomethoxy)phenyl]pyrrolidin-1-yl]ethanone